tetrakis(2,2,6,6-tetramethyl-4-piperidyl)-1,2,3,4-butanetetra-carboxylate CC1(NC(CC(C1)OC(=O)CC(C(CC(=O)OC1CC(NC(C1)(C)C)(C)C)C(=O)OC1CC(NC(C1)(C)C)(C)C)C(=O)OC1CC(NC(C1)(C)C)(C)C)(C)C)C